(R)-1-(4-nitrophenyl)ethylamine hydrochloride Cl.[N+](=O)([O-])C1=CC=C(C=C1)[C@@H](C)N